6-(2-amino-3-fluoropropyl)-7-methyl-N-[(thiophen-2-yl)methyl]thieno[3,2-c]pyridazin-4-amine NC(CC1=C(C=2N=NC=C(C2S1)NCC=1SC=CC1)C)CF